O(CCCCC)[Na] amoxysodium